N-(3-((6-(4-(4-methylpiperazin-1-yl)phenyl)-7H-pyrrolo[2,3-d]pyrimidin-4-yl)oxy)phenyl)-4-(pyrrolidin-1-yl)but-2-enamide CN1CCN(CC1)C1=CC=C(C=C1)C1=CC2=C(N=CN=C2OC=2C=C(C=CC2)NC(C=CCN2CCCC2)=O)N1